(1S,4s)-4-(8-(3-chloro-2,6-difluorophenylamino)-2-((1R,3R)-3-hydroxy-4,4-dimethylcyclohexylamino)-9H-purin-9-yl)cyclohexanecarboxamide ClC=1C(=C(C(=CC1)F)NC=1N(C2=NC(=NC=C2N1)N[C@H]1C[C@H](C(CC1)(C)C)O)C1CCC(CC1)C(=O)N)F